CC1N(CCC(C1)C(=O)NC=1N=CC2=CC=C(C=C2C1)C=1SC(=NN1)C)C1CCNCC1 methyl-N-(6-(5-methyl-1,3,4-thiadiazol-2-yl)isoquinolin-3-yl)-[1,4'-bipiperidine]-4-carboxamide